(1S,3R)-3-aminocyclohexane NC1CCCCC1